methylpropenyl-α-D-glucofuranose C[C@@]1([C@@](O)(O[C@@H]([C@@H]1O)[C@H](O)CO)C=CC)O